4-[[1-[(3,4-dichlorophenyl)methyl]-3,7-dimethyl-2,6-dioxo-purin-8-yl]amino]benzoic acid ClC=1C=C(C=CC1Cl)CN1C(N(C=2N=C(N(C2C1=O)C)NC1=CC=C(C(=O)O)C=C1)C)=O